ethyl 1-(4-fluoro-2-(methoxymethoxy)benzyl)-1H-pyrazole-4-carboxylate FC1=CC(=C(CN2N=CC(=C2)C(=O)OCC)C=C1)OCOC